FC=1C=C(C=CC1C1=C(C=NC2=CC=C(C=C12)F)C(=O)N1CCN(CC1)S(=O)(=O)C)C(C#N)(C)C 2-(3-Fluoro-4-(6-fluoro-3-(4-(methylsulfonyl)piperazine-1-carbonyl)quinolin-4-yl)phenyl)-2-methylpropanenitrile